1-Aminobutane-d9 NC(C(C(C([2H])([2H])[2H])([2H])[2H])([2H])[2H])([2H])[2H]